O=C1OCC2=C1C=CC(=C2)N2CCN(CC2)C(=O)OC(C)(C)C tert-butyl 4-(1-oxo-3H-2-benzofuran-5-yl)piperazine-1-carboxylate